ClC=1C(=C(C(=CC1N1CC(CC1)(C1CCN(CC1)C)C)F)S(=O)(=O)N(C1=NC(=CC=C1)F)CC1=C(C=C(C=C1)OC)OC)F chloro-N-[(2,4-dimethoxyphenyl)methyl]-2,6-difluoro-N-(6-fluoro-2-pyridyl)-4-[3-methyl-3-(1-methyl-4-piperidyl)pyrrolidin-1-yl]benzenesulfonamide